((((cis)-4-aminocyclohexyl)thio)methyl)-7-(cyclopropylmethoxy)-5-fluoroquinazolin-4(3H)-one hydrochloride Cl.N[C@H]1CC[C@H](CC1)SCC1=NC2=CC(=CC(=C2C(N1)=O)F)OCC1CC1